C1(CC1)NC(CNC=1C2=C(N=C(N1)C1=NC=CC=C1)SC=C2C2=CC=CC=C2)=O N-cyclopropyl-2-{[5-phenyl-2-(pyridin-2-yl)thieno[2,3-d]pyrimidin-4-yl]amino}acetamide